(-)-diisopropyl tartarate C(C(O)C(O)C(=O)OC(C)C)(=O)OC(C)C